N1C[C@@H](CC1)OCCOCCC1=CC=C2CCCNC2=N1 (R)-7-(2-(2-(pyrrolidin-3-yloxy)ethoxy)ethyl)-1,2,3,4-tetrahydro-1,8-naphthyridine